tert-Butyl (R)-4-((S)-10-hydroxy-10-((4-(2-methoxyphenyl)-6-oxopyrimidin-1(6H)-yl)methyl)-7-azaspiro[4.5]decane-7-carbonyl)-3-phenylpiperazine-1-carboxylate O[C@]1(CCN(CC12CCCC2)C(=O)N2[C@@H](CN(CC2)C(=O)OC(C)(C)C)C2=CC=CC=C2)CN2C=NC(=CC2=O)C2=C(C=CC=C2)OC